(S)-2-azabicyclo[3.1.1]heptane C12NCCC(C1)C2